6-(5-fluoro-2-methylphenyl)-5-(trifluoromethyl)pyridin-2-amine FC=1C=CC(=C(C1)C1=C(C=CC(=N1)N)C(F)(F)F)C